CC1=NC=CC(=C1)C1=C(C=C(N)C=C1)C=1N=NN(N1)C(C1=CC=CC=C1)(C1=CC=CC=C1)C1=CC=CC=C1 4-(2-methylpyridin-4-yl)-3-(2-trityl-2H-tetrazol-5-yl)aniline